O=C1C(N=C2C=CC=CC2=C1)=O diketoquinolin